methyl (CIS)-3-(4-methyl-1H-pyrazol-3-yl)-2-(((1-phenylpiperidin-4-yl)oxy)-methyl)piperidine-1-carboxylate CC=1C(=NNC1)[C@@H]1[C@@H](N(CCC1)C(=O)OC)COC1CCN(CC1)C1=CC=CC=C1